ClC=1C(=NC=CC1)N1N=C(C=C1C(=O)NC=1C(=CC=2N(C1C(=O)NCC1CC1)N=CC2)C)OC2CSC2 6-(1-(3-Chloropyridin-2-yl)-3-(thietan-3-yloxy)-1H-pyrazol-5-carboxamido)-N-(cyclopropylmethyl)-5-methylpyrazolo[1,5-a]pyridin-7-carboxamid